C(C)C1=C(C(=NN1)NC(C1=CC=C(C=C1)C1CNCCO1)=O)C N-(5-ethyl-4-methyl-1H-pyrazol-3-yl)-4-(morpholin-2-yl)benzamide